ClC1=C(C(=O)O)C=CN=C1 3-chloroisonicotinic acid